N-(1-(2-hydroxyethyl)-2-oxopyrrolidin-3-yl)-2-methyl-5-((1-methyl-2-oxo-1,2-dihydropyridin-3-yl)methoxy)benzofuran-3-carboxamide OCCN1C(C(CC1)NC(=O)C1=C(OC2=C1C=C(C=C2)OCC=2C(N(C=CC2)C)=O)C)=O